C(CCCCC)(=O)OC1=C2C(=CNC2=CC=C1)CCN(C)C 3-[2-(dimethylamino)ethyl]-1H-indol-4-yl hexanoate